(S)-(5-((3-chloro-2-(dimethylcarbamoyl)-6-nitrophenyl)amino)hexyl)carbamate ClC=1C(=C(C(=CC1)[N+](=O)[O-])N[C@H](CCCCNC([O-])=O)C)C(N(C)C)=O